(S)-5-((4-bromo-2,3-dihydro-1H-inden-1-yl)amino)-3-methoxy-6-(trifluoromethyl)pyrazine-2-carbonitrile BrC1=C2CC[C@@H](C2=CC=C1)NC=1N=C(C(=NC1C(F)(F)F)C#N)OC